(7S)-6,7,8,9-tetrahydro-7-(1-pyrrolidinyl)-5H-benzocyclohepten-2-amine N1(CCCC1)[C@H]1CCC2=C(CC1)C=C(C=C2)N